2-((6-cyano-2-phenyl-6,7-dihydro-5H-pyrrolo[3,4-d]pyrimidin-4-yl)amino)acetamide C(#N)N1CC=2N=C(N=C(C2C1)NCC(=O)N)C1=CC=CC=C1